4-[(1S,3R,4S,5R)-5-[[5-cyclopropyl-3-(2,6-dichlorophenyl)-1,2-oxazol-4-yl]methoxy]-3-methyl-2-azabicyclo[2.2.1]heptan-2-yl]benzoic acid C1(CC1)C1=C(C(=NO1)C1=C(C=CC=C1Cl)Cl)CO[C@H]1[C@@H]2[C@H](N([C@H](C1)C2)C2=CC=C(C(=O)O)C=C2)C